2-chloro-8-(4-phenylpiperazin-1-yl)-1,5-naphthyridine ClC1=NC2=C(C=CN=C2C=C1)N1CCN(CC1)C1=CC=CC=C1